C1(CC1)S(=O)(=O)C=1C=C(C=C(C1)N1CCN(CC1)C)C=1C=CC(=NC1C)N 5-[3-(cyclopropylsulfonyl)-5-(4-methylpiperazin-1-yl)phenyl]-6-methylpyridin-2-amine